n-Propyl Allyl Sulfide C(C=C)SCCC